CNC1CC2(COC2)C1 N-Methyl-2-oxaspiro[3.3]heptan-6-amine